ClC1=CC=CC2=C1C=1C(=CC=C3C4=C(OC31)C=CC=C4)S2 1-chlorobenzo[b]benzo[4,5]thieno[2,3-g]benzofuran